cis-4-fluoro-5-((5-(3-((3-(trifluoromethyl)-1H-pyrazol-5-yl)oxy)cyclopentyl)-1H-pyrazol-3-yl)amino)-2,3-dihydrobenzo[d]isothiazole 1,1-dioxide FC1=C(C=CC2=C1CNS2(=O)=O)NC2=NNC(=C2)[C@@H]2C[C@@H](CC2)OC2=CC(=NN2)C(F)(F)F